C(C)(C)(C)[C@@]1(NC(NC1=O)=O)CNC(=O)C1=NN(N=C1)C1=CC(=CC=C1)F |r| rac-N-{[4-tert-butyl-2,5-dioxoimidazolidin-4-yl]methyl}-2-(3-fluorophenyl)-2H-1,2,3-triazole-4-carboxamide